6-(1'-isopropyl-[1,4'-bipiperidin]-4-yl)-1-methyl-2-(4-(methylsulfonyl)phenyl)-4-(trifluoromethyl)-1H-imidazo[4,5-c]pyridine C(C)(C)N1CCC(CC1)N1CCC(CC1)C1=CC2=C(C(=N1)C(F)(F)F)N=C(N2C)C2=CC=C(C=C2)S(=O)(=O)C